(4-((1-methyl-9-(1-methyl-1H-pyrazol-4-yl)-6,7-dihydro-5H-benzo[c][1,2,3]triazolo[1,5-a]azepin-7-yl)amino)phenyl)methanol CC=1N=NN2C1C1=C(C(CC2)NC2=CC=C(C=C2)CO)C=C(C=C1)C=1C=NN(C1)C